N-((7R)-2-Cyano-2-azabicyclo[2.2.1]heptan-7-yl)-2'-(phenylamino)-[1,1'-biphenyl]-4-carboxamid C(#N)N1C2CCC(C1)[C@H]2NC(=O)C2=CC=C(C=C2)C2=C(C=CC=C2)NC2=CC=CC=C2